[5-(2-methoxyphenyl)-1,3,4-oxadiazol-2-yl]-3-methyl-2,3-dihydro-1,3-benzoxazol-2-one COC1=C(C=CC=C1)C1=NN=C(O1)C1=CC=CC2=C1N(C(O2)=O)C